NC1=NC(=C(C(=C1C#N)C=1C=C(C=CC1)C1=CC(=CC=C1)CO)C#N)C1=CC=CC=C1 2-amino-4-(3'-(hydroxymethyl)-[1,1'-biphenyl]-3-yl)-6-phenylpyridine-3,5-dicarbonitrile